CCC(CC=C)S(=O)(=O)[O-] hex-5-en-3-sulfonat